9-{4-[(3-fluorobenzyl)oxy]phenyl}-3,4,6,7,8,9-hexahydropyrido[2,1-c][1,2,4]thiadiazin-9-ol 2,2-dioxide FC=1C=C(COC2=CC=C(C=C2)C2(CCCN3C2=NS(CC3)(=O)=O)O)C=CC1